ClC1=C(N(N=C1C(F)(F)F)C1=CC(=CC=C1)C(N(C)C1=CC2=C(OC(O2)(F)F)C=C1)=O)COC1=CC=C(C(=O)O)C=C1 4-[[4-chloro-2-[3-[(2,2-difluoro-1,3-benzodioxol-5-yl)-methyl-carbamoyl]phenyl]-5-(trifluoromethyl)pyrazol-3-yl]methoxy]benzoic acid